C(C)(C)(C)OC(=O)N1CCC(CC1)N1N=NC(=C1C)C=1C=C(C=2N(C1)N=CC2C#N)OC(C)C=2C=NC=C(C2)C(F)(F)F.C(=CCCCC)[Si](Br)(Br)Br hexenyl-tribromosilane tert-Butyl-4-[4-[3-cyano-4-[1-[5-(trifluoromethyl)-3-pyridyl]ethoxy]pyrazolo[1,5-a]pyridin-6-yl]-5-methyl-triazol-1-yl]piperidine-1-carboxylate